C[Si](C)(C)CC(=O)\N=C/[SiH](C)C (Z)-(N-(trimethylsilyl)acetyliminotrimethylsilane)